1-[2-cyano-4-(trifluoromethyl)phenyl]-4-{2'-ethoxy-[3,3'-bipyridin]-6-yl}-N-[(3R)-1-methylpyrrolidin-3-yl]piperidine-4-carboxamide formate salt C(=O)O.C(#N)C1=C(C=CC(=C1)C(F)(F)F)N1CCC(CC1)(C(=O)N[C@H]1CN(CC1)C)C1=CC=C(C=N1)C=1C(=NC=CC1)OCC